(S)-1-(4-fluorophenyl)-3,4-dihydroisoquinoline-2(1H)-carboxylate FC1=CC=C(C=C1)[C@@H]1N(CCC2=CC=CC=C12)C(=O)[O-]